(R)-2-(6-(3-fluoropyrrolidin-1-yl)pyridin-3-yl)-5-(isothiazol-5-yl)-4,5-dihydro-6H-imidazo[1,5-b]pyrazol-6-one F[C@H]1CN(CC1)C1=CC=C(C=N1)C=1C=C2N(N1)C(N(C2)C2=CC=NS2)=O